CC1=NN=C(O1)NC1=CC=C(C(=O)[O-])C=C1 4-((5-methyl-1,3,4-oxadiazol-2-yl)amino)benzoate